FC=1C=C(C=CC1OC1=NC=NC2=CC(=C(C=C12)OC)OCCCOC)NC(=O)C1=C(N(C2=CC=C(C=C2C1=O)OC(F)(F)F)C)C N-(3-fluoro-4-((6-methoxy-7-(3-methoxypropoxy)quinazolin-4-yl)oxy)phenyl)-1,2-dimethyl-4-oxo-6-(trifluoromethoxy)-1,4-dihydroquinoline-3-carboxamide